C(C1CO1)OC(=O)C1C(CCCC1)C(=O)OCC1CO1 1,2-cyclohexanedicarboxylic acid diglycidyl ester